ClC=1C2=C(SC1C(=O)N(C1CCC(CC1)NC)CC1=CC(=C(C=C1)OC)C1=CC=NC=C1)C(=CC=C2F)F 3-chloro-4,7-difluoro-N-(4-methoxy-3-(pyridin-4-yl)benzyl)-N-((1r,4r)-4-(methylamino)cyclohexyl)benzo[b]-thiophene-2-carboxamide